isononyl-dimethylamine oxide C(CCCCCC(C)C)[N+](C)(C)[O-]